CN(C1=CC=C(C=C1)C1=NC2=C(N1)C=CC(=C2)C(=O)O)C 2-(4-dimethylamino-phenyl)-1H-benzimidazole-5-carboxylic acid